N-(4-cyclobutyl-pyridin-2-yl)-4-(pyridin-2-yl)thiazol-2-amine C1(CCC1)C1=CC(=NC=C1)NC=1SC=C(N1)C1=NC=CC=C1